ClC(CC(CCCCCCC(CC(=O)OC(COC(CCCCCCCCCCCCCCC)=O)COC(CCCCCCCCCCCCCCC)=O)C)C)=O.SC(CS(=O)(=O)[O-])CS.[Na+] sodium 2,3-dimercapto-propanesulfonate [2-(12-chloro-3,10-dimethyl-12-oxo-dodecanoyl)oxy-3-hexadecanoyloxy-propyl]hexadecanoate